ClC=1C=C(C=CC1OCC1=NC=CC=C1)NC1=C(C(=NC2=CC(=C(C=C12)C(C(=O)N)=CCN(C)C)OCC)C)C#N (4-((3-chloro-4-(pyridin-2-ylmethoxy)phenyl)amino)-3-cyano-7-ethoxy-2-methylquinolin-6-yl)-4-(dimethylamino)but-2-enamide